N-[2,3-difluoro-4-(2-oxabicyclo[2.1.1]hexan-1-ylmethoxy)phenyl]-6-[(3S)-pyrrolidin-3-yl]oxy-pyrido[3,2-d]pyrimidin-4-amine FC1=C(C=CC(=C1F)OCC12OCC(C1)C2)NC=2C1=C(N=CN2)C=CC(=N1)O[C@@H]1CNCC1